tert-Butyl 4-[3-(p-aminophenyl)-7-oxo-4-oxa-1-thia-5-indenyl]-1-piperazinecarboxylate NC1=CC=C(C=C1)C1=CSC=2C(C=C(OC12)N1CCN(CC1)C(=O)OC(C)(C)C)=O